(R)-N-((1-(1-(2-acryloyl-2-azaspiro[3.3]heptan-6-yl)-4-(5,6-dichloro-1H-indazol-4-yl)-5-methyl-1H-pyrazol-3-yl)-2,2-dimethylpiperidin-4-yl)methyl)-N,4-dimethylpiperazine-1-sulfonamide C(C=C)(=O)N1CC2(C1)CC(C2)N2N=C(C(=C2C)C2=C1C=NNC1=CC(=C2Cl)Cl)N2C(C[C@@H](CC2)CN(S(=O)(=O)N2CCN(CC2)C)C)(C)C